2,4,6-tri-tert-butylphenol phosphite P(O)(O)OC1=C(C=C(C=C1C(C)(C)C)C(C)(C)C)C(C)(C)C